(2R,3S)-2-((E)-3-(4-chloro-7H-pyrrolo[2,3-d]pyrimidin-7-yl)prop-1-enyl)piperidin-3-ol ClC=1C2=C(N=CN1)N(C=C2)C/C=C/[C@H]2NCCC[C@@H]2O